2-(chloromethyl)phenylisocyanate ClCC1=C(C=CC=C1)N=C=O